3-[2,3-difluoro-4-(4,4,5,5-tetramethyl-1,3,2-dioxaborolan-2-yl)phenyl]-5,6-dihydro-4H-pyrrolo[1,2-b]pyrazole FC1=C(C=CC(=C1F)B1OC(C(O1)(C)C)(C)C)C1=C2N(N=C1)CCC2